di-(n-butyl salicylate) carbonate C(O)(O)=O.C(CCC)OC=1C(C(=O)O)=CC=CC1.C(CCC)OC=1C(C(=O)O)=CC=CC1